ClC1=CC=C(C=C1)C=1N=C2N(C=CC=C2)C1CN1CC2N(C(C1)C2)C(=O)C2=NC(=CC=C2C)OC (3-{[2-(4-Chlorophenyl)imidazo[1,2-a]pyridin-3-yl]methyl}-3,6-diazabicyclo[3.1.1]hept-6-yl)(6-methoxy-3-methylpyridin-2-yl)methanone